BrC=1C(=C(C=CC1)N1N=CC=C1C(=O)[2H])F (3-bromo-2-fluorophenyl)-1H-pyrazole-5-carbaldehyde-d